ClC1=C(C=CC=C1Cl)C1C(=C(NC(=C1C(=O)OC)C)C)C(=O)O 4-(2',3-dichlorophenyl)-1,4-dihydro-5-methoxycarbonyl-2,6-dimethyl-3-pyridinecarboxylic acid